BrC1=C(C=C(C(=C1)Cl)OC)B(O)O (2-bromo-4-chloro-5-methoxyphenyl)boronic acid